CN1C(=NC2=C(C=C(C=C2C1=O)C)[C@@H](C)NC=1C(=NC(=CC1)Cl)C(=O)OC)C1=NC=C(C=N1)C methyl 3-{(R)-1-[3-methyl-6-methyl-2-(5-methyl-2-pyrimidinyl)-4-oxo-8-quinazolinyl]ethylamino}-6-chloro-2-pyridinecarboxylate